[O-2].[Mn+3].[Li+].[O-2] Lithium manganese (III) oxide